ClC1=NC(=NO1)C(C)C 5-chloro-3-isopropyl-1,2,4-oxadiazole